CC(C)CC[C@H](CCCCCCCCCCCC)C (5S)-2,5-Dimethylheptadecane